(S)-5-nitroindoline-2-carboxylate [N+](=O)([O-])C=1C=C2C[C@H](NC2=CC1)C(=O)[O-]